8-(Cyclopropylmethyl)-8-(methoxymethyl)-1,4-dioxaspiro[4.5]decane C1(CC1)CC1(CCC2(OCCO2)CC1)COC